triisobutyloxyethoxytitanium C(C(C)C)OC(CO[Ti])(OCC(C)C)OCC(C)C